tert-Butyl (S)-(8-bromo-5,6-dichloro-2,3-dihydro-1H-pyrrolo[1,2-a]indol-1-yl)carbamate BrC=1C=2C=C3N(C2C(=C(C1)Cl)Cl)CC[C@@H]3NC(OC(C)(C)C)=O